C(C)OC(=O)[C@@H]1[C@H](CC[C@](C1)(C)O)NC(=O)OC(C)(C)C.CC1C(C(CC1)C)[Si](OC)(OC)C1C(CCC1C)C bis(2,5-dimethylcyclopentyl)dimethoxysilane ethyl-(1S,2S,5S)-2-((tert-butoxycarbonyl)amino)-5-hydroxy-5-methylcyclohexane-1-carboxylate